2-(6-(((1S,4S,5S,6S)-6-fluoro-1,2-dimethyl-2-azabicyclo[2.2.1]heptan-5-yl)(methyl)amino)pyridazin-3-yl)-5-(1H-imidazol-1-yl)phenol F[C@H]1[C@H]([C@@H]2CN([C@]1(C2)C)C)N(C2=CC=C(N=N2)C2=C(C=C(C=C2)N2C=NC=C2)O)C